N-(2-(1H-pyrrol-1-yl)benzyl)-2-(4-aminopiperidin-1-yl)-9-isopropyl-9H-purin-6-amine N1(C=CC=C1)C1=C(CNC2=C3N=CN(C3=NC(=N2)N2CCC(CC2)N)C(C)C)C=CC=C1